3-(4,5-Dichloro-2-(((1,1,1,3,3,3-hexafluoropropan-2-yl)oxy)carbonyl)benzoyl)-1-ethyl-1H-indazole 2-oxide ClC1=CC(=C(C(=O)C2=[N+](N(C3=CC=CC=C23)CC)[O-])C=C1Cl)C(=O)OC(C(F)(F)F)C(F)(F)F